C1N(CC2=CC=CC=C12)C=O (isoindolin-2-yl)methanone